4-nitro-3-(4,4,5,5-tetramethyl-1,3,2-dioxaborolan-2-yl)pyridine [N+](=O)([O-])C1=C(C=NC=C1)B1OC(C(O1)(C)C)(C)C